Cl.N1OC(CCO1)N1C(C2=CC=C(C=C2C1=O)N1CCC2(CNC2)CC1)=O 2-(2,6-dioxapiperidin-3-yl)-5-(2,7-diazaspiro[3.5]non-7-yl)isoindole-1,3-dione hydrochloride